tert-butyl N-[4-[(2-fluoro-3-formyl-4-pyridyl)oxy]norbornan-1-yl]carbamate FC1=NC=CC(=C1C=O)OC12CCC(CC1)(C2)NC(OC(C)(C)C)=O